(5-amino-2-bromo-4-fluorophenyl)-1-ethyl-7-(methylamino)-1,6-naphthyridin-2(1H)-one NC=1C(=CC(=C(C1)C=1C(N(C2=CC(=NC=C2C1)NC)CC)=O)Br)F